2-fluoro-N-methyl-1',2',3',6'-Tetrahydro-[3,4'-bipyridine]-6-carboxamide FC1=NC(=CC=C1C=1CCNCC1)C(=O)NC